n-octylisopropylmagnesium C(CCCCCCC)[Mg]C(C)C